6-chloro-5-fluoro-2-(4-fluoro-2-methylphenoxy)-N-(4-fluoro-3-(N-hydroxycarbamoyl)phenyl)nicotinamide ClC1=NC(=C(C(=O)NC2=CC(=C(C=C2)F)C(NO)=O)C=C1F)OC1=C(C=C(C=C1)F)C